C=1(C(=CC=CC1)C(=O)[O-])C1=CC=CC=C1 [1,1'-biphenyl]-2-formate